3-methyl-2-(((S)-(perfluorophenoxy)(phenoxy)phosphoryl)amino)butanoic acid CC(C(C(=O)O)N[P@](=O)(OC1=CC=CC=C1)OC1=C(C(=C(C(=C1F)F)F)F)F)C